NCC(C(=O)NC=1C=CC=C2C(=CNC12)C=1C=NNC1)C1=NC(=CC=C1)C 3-amino-2-(6-methylpyridin-2-yl)-N-[3-(1H-pyrazol-4-yl)-1H-indol-7-yl]propionamide